C[C@@H]1N(CCC2(C1)OCCC1=C2SC=C1)C(=O)OC(C)(C)C tert-butyl (2'S)-2'-methylspiro[4,5-dihydrothieno[2,3-c]pyran-7,4-piperidine]-1'-carboxylate